P([O-])(=S)(N)N.[S+2].P([O-])(=S)(N)N sulfur (thiophosphorodiamidate)